CC(C(=O)O)(CC1=CC=CC=C1)C 2,2-dimethyl-3-phenylpropionic acid